N1(CCC1)C1CCC(CC1)C=1SC2=C(N1)C(=C(N2)C=2C(=C(C=1N(C2)N=CN1)C)C)C(C)C 2-(4-(azetidin-1-yl)cyclohexyl)-5-(7,8-dimethyl-[1,2,4]triazolo[1,5-a]pyridin-6-yl)-6-isopropyl-4H-pyrrolo[3,2-d]thiazole